N-(1H-indol-3-yl)-6-(3-methylsulfonylphenyl)-3,4-dihydroisoquinoline-2(1H)-carboxamide N1C=C(C2=CC=CC=C12)NC(=O)N1CC2=CC=C(C=C2CC1)C1=CC(=CC=C1)S(=O)(=O)C